Cl.C(C)OCC1(CN(CC1)C(C)C=1C=NC(=CC1)C)CCC1=NC=CN=C1 2-(2-(3-(ethoxymethyl)-1-(1-(6-methylpyridin-3-yl)ethyl)pyrrolidin-3-yl)ethyl)pyrazine HCl